CN1CCN(CC1)C(CNC(=O)C1=CC2=C(N(C(=N2)NC=2SC3=C(N2)C=CC(=C3)Cl)CCOC)C=C1)=O 2-(6-Chloro-benzothiazol-2-ylamino)-1-(2-methoxy-ethyl)-1H-benzoimidazole-5-carboxylic acid [2-(4-methyl-piperazin-1-yl)-2-oxo-ethyl]-amide